CO[C@@H](CO)C1=NC(=CC(=N1)N1N=C(C=C1C)C1=CNC=2C1=NC=CC2)N2CCOCC2 (R)-2-methoxy-2-(4-(5-methyl-3-(1H-pyrrolo[3,2-b]pyridin-3-yl)-1H-pyrazol-1-yl)-6-morpholinopyrimidin-2-yl)ethan-1-ol